Methyl-2-methyl-propanethiolate CC(C(C)C)[S-]